(5-(hydroxymethyl)-8-(methylamino)-2,7-naphthyridin-3-yl)cyclopropanecarboxamide OCC1=C2C=C(N=CC2=C(N=C1)NC)C1(CC1)C(=O)N